CN(C(/C=C/CC[C@@H](C(NC1=NC=CN(C1=O)CC=1N(C2=CC=C(C=C2C1)F)CC(C)C)=O)OC(N(C)C)=O)=O)C [(E,1S)-6-(Dimethylamino)-1-[[4-[(5-fluoro-1-isobutyl-indol-2-yl)methyl]-3-oxo-pyrazin-2-yl]carbamoyl]-6-oxo-hex-4-enyl]N,N-dimethylcarbamat